6-[(azetidine-1-carbonyl)amino]-4-{[2-methoxy-3-(2-methyl-2H-1,2,3-triazol-4-yl)phenyl]amino}-N-(2H3)methylpyridazine-3-carboxamide N1(CCC1)C(=O)NC1=CC(=C(N=N1)C(=O)NC([2H])([2H])[2H])NC1=C(C(=CC=C1)C1=NN(N=C1)C)OC